FC(C(=O)O)(F)F.ClC1=C(C(=O)N2COC3=C(C2)C=CC=C3C3=CC(=C(C(=O)OC)C=C3F)N3C2COCC3CC2)C(=CC(=C1)N1CC2(C1)CNC2)Cl methyl 4-[3-[2,6-dichloro-4-(2,6-diazaspiro[3.3]heptan-2-yl)benzoyl]-2,4-dihydro-1,3-benzoxazin-8-yl]-5-fluoro-2-(3-oxa-8-azabicyclo[3.2.1]octan-8-yl)benzoate 2,2,2-trifluoroacetate